[Sn](Br)(Br)(Br)Br.C(C1=CC=CC=C1)N benzylamine tin bromide